ON1[C@@H]2CC[C@H](N(C1=O)C2)C(NC(=O)[C@@H]2CN(CCC2)C)=N (3S)-N-(((2S,5R)-6-hydroxy-7-oxo-1,6-diazabicyclo[3.2.1]oct-2-yl)(imino)methyl)-1-methylpiperidine-3-carboxamide